methyl (5S,8S,10aR)-5-((S)-2-((tert-butoxycarbonyl)(methyl)amino)propanamido)-3-(3-methylbutanoyl)-6-oxodecahydropyrrolo[1,2-a][1,5]diazocine-8-carboxylate C(C)(C)(C)OC(=O)N([C@H](C(=O)N[C@H]1CN(CC[C@@H]2N(C1=O)[C@@H](CC2)C(=O)OC)C(CC(C)C)=O)C)C